C(O)(O)=O.BrC1=C(C(=C(C(=C1O)Br)Br)C(C)(C)C1=CC=C(C=C1)O)Br tetrabromobisphenol-a carbonate